FC=1C(=NC(=NC1)NC1CCN(CC1)S(=O)(=O)C)C=1C=NC(=C(C1)F)OC 5-fluoro-4-(5-fluoro-6-methoxypyridin-3-yl)-N-(1-(methylsulfonyl)piperidin-4-yl)pyrimidin-2-amine